2-(Methylamino)-3-phenyl-N-[4-(1H-pyrrolo[2,3-b]pyridin-4-yl)phenyl]propenamide CNC(C(=O)NC1=CC=C(C=C1)C1=C2C(=NC=C1)NC=C2)=CC2=CC=CC=C2